C(C(=C)C)(=O)OCCOC(CCC1=CC=2C(=NN(N2)C2=CC3=C(OCO3)C=C2O)C=C1)=O 2-[3-{2-(6-hydroxybenzo[1,3]dioxol-5-yl)-2H-benzotriazol-5-yl}propanoyloxy]ethyl methacrylate